ClC1=CC=C(OCC(=O)NC23CC(C2)(C3)NC3=NC(=NO3)C3=CC=C(C=C3)Cl)C=C1 2-(4-chlorophenoxy)-N-(3-{[3-(4-chlorophenyl)-1,2,4-oxadiazol-5-yl]amino}bicyclo[1.1.1]pentan-1-yl)acetamide